N-(2,4-dimethoxybenzyl)-3-oxobutanamide COC1=C(CNC(CC(C)=O)=O)C=CC(=C1)OC